C1(CCCCC1)C1=CC=C(C=C1)NC=1C2=C(N=C(N1)N(CC1OCC1)C)C(N(C2)C(C)C)=O 4-[(4-cyclohexylphenyl)amino]-2-{methyl-[(oxetan-2-yl)methyl]amino}-6-(propan-2-yl)-5,6-dihydro-7H-pyrrolo[3,4-d]pyrimidin-7-one